tri(iso-pentyl)bismuth C(CC(C)C)[Bi](CCC(C)C)CCC(C)C